ClC1=CC=C(COC2=CC=CC(=N2)C2=CC(=C(CC3=NC4=C(N3CCOC)C=C(C=C4F)C(=O)O)C=C2F)F)C=C1 2-(4-(6-((4-chlorobenzyl)oxy)pyridin-2-yl)-2,5-difluorobenzyl)-4-fluoro-1-(2-methoxyethyl)-1H-benzo[d]imidazole-6-carboxylic acid